C(C1=CC=CC=C1)OC=1C=C(C=CC1OCC1=CC=CC=C1)[C@](NC(C)=O)(CO)C(=O)O 2-(3,4-dibenzyloxy-phenyl)-N-acetylserine